(R)-1-(2-methoxyphenyl)ethyl (5-(5-bromo-6-methylpyridin-2-yl)-3-methylisoxazol-4-yl)carbamate BrC=1C=CC(=NC1C)C1=C(C(=NO1)C)NC(O[C@H](C)C1=C(C=CC=C1)OC)=O